N-tert-butyl-1-{8-[3-(trifluoromethyl)-1,2,4-oxadiazol-5-yl]-8-azabicyclo[3.2.1]oct-3-yl}piperidine-4-carboxamide monohydrochloride Cl.C(C)(C)(C)NC(=O)C1CCN(CC1)C1CC2CCC(C1)N2C2=NC(=NO2)C(F)(F)F